CCCCCCCCCCCCC(=O)O n-Tridecanoic acid